Cl.COC1=C(C(=CC=C1)OC)S(=O)(=O)NC1=NOC2=C1C(=CC(=C2)C2=CC(=CC=C2)C2CCNCC2)OC 2,6-dimethoxy-N-(4-methoxy-6-(3-(piperidin-4-yl)phenyl)benzo[d]isoxazol-3-yl)benzenesulfonamide hydrochloride